COC=C(C)C=1C=C(C=CC1)C1(CC1)C(=O)O 1-[3-(2-methoxy-1-methyl-vinyl)phenyl]cyclopropanecarboxylic acid